[N+](=O)([O-])C1=C2C=C(N(C2=CC=C1)CC(F)(F)F)C1=NOC(=N1)CNC(=O)C1CC1 N-((3-(4-nitro-1-(2,2,2-trifluoroethyl)-1H-indol-2-yl)-1,2,4-oxadiazol-5-yl)methyl)cyclopropanecarboxamide